BrC=1C=C2C(=C(NC2=CC1)Cl)C=O 5-BROMO-2-CHLORO-1H-INDOLE-3-CARBALDEHYDE